FC=1C=C2C(=CC=NC2=CC1)N1CCC(CC1)CC(=O)OCC ethyl 2-(1-(6-fluoroquinolin-4-yl)piperidin-4-yl)acetate